2-chloro-3-(ethylsulfamoyl)-4-(trifluoromethoxy)benzoic acid ClC1=C(C(=O)O)C=CC(=C1S(NCC)(=O)=O)OC(F)(F)F